isopropyl-ammonium C(C)(C)[NH3+]